3,3-dimethyl-1-(2-(2-(3-oxo-3-phenoxypropoxy)ethoxy)ethyl)-3H-indol-1-ium 2,2,2-trifluoroacetate FC(C(=O)[O-])(F)F.CC1(C=[N+](C2=CC=CC=C12)CCOCCOCCC(OC1=CC=CC=C1)=O)C